Cl.[Cl-].C[N+]1(CCNCC1)C 1,1-dimethylpiperazin-1-ium chloride hydrochloride